C(#C)C1=C(C=C(C=C1)C1=C(C2=C(N=CN=C2N)N1C)C1=CC=C(C=C1)OC1=NC=CC(=N1)C)F 6-(4-ethynyl-3-fluorophenyl)-7-methyl-5-{4-[(4-methylpyrimidin-2-yl)oxy]phenyl}-7H-pyrrolo[2,3-d]pyrimidin-4-amine